N-(5-oxo-5,6,7,8-tetrahydro-1,6-naphthyridin-3-yl)-2,3-dihydrobenzo[b][1,4]dioxine-6-sulfonamide O=C1C=2C=C(C=NC2CCN1)NS(=O)(=O)C1=CC2=C(OCCO2)C=C1